C(#N)N=C(C)NCC N'-cyano-N-ethyl-acetamidine